CC=1N=CC=NC1 5-methyl-pyrazine